2-oxo-1,2-dihydrobenzo[cd]indole-6-carbaldehyde O=C1NC2=CC=C(C=3C2=C1C=CC3)C=O